(S)-3-(3-(4-hydroxy-1-methyl-2-oxo-1,2-dihydropyridin-3-yl)ureido)-3-(4-(2-methoxyphenoxy)phenyl)propanoic acid ethyl ester C(C)OC(C[C@@H](C1=CC=C(C=C1)OC1=C(C=CC=C1)OC)NC(=O)NC=1C(N(C=CC1O)C)=O)=O